F[C@@H]1C[C@H](N(C1)C(=O)C1(CC1)C(F)(F)F)C(=O)O (2S,4R)-4-Fluoro-1-[1-(trifluoromethyl)cyclopropanecarbonyl]pyrrolidine-2-carboxylic acid